Non-1,3,5,7-tetraene C=CC=CC=CC=CC